(S)-cyclohexyl 2-aminopropionate hydrochloride Cl.N[C@H](C(=O)OC1CCCCC1)C